ClC=1C=CC=2N(C1)C=C(N2)C(F)(F)F 6-chloro-2-(trifluoromethyl)imidazo[1,2-a]pyridine